COC1=CC=C2CCC=3C(=NOC3C2=C1)C(=O)OCC ethyl 8-methoxy-4,5-dihydronaphtho[2,1-d]isoxazole-3-carboxylate